methyl 7,8-dihydroxy-2-oxo-2H-chromene-4-carboxylate OC1=CC=C2C(=CC(OC2=C1O)=O)C(=O)OC